2-fluoro-6-formyl-4-(3-(4-(pyrrolidin-1-yl)phenyl)-1,2,4-thiadiazol-5-yl)phenyl L-leucyl-L-valinate N[C@@H](CC(C)C)C(=O)N[C@@H](C(C)C)C(=O)OC1=C(C=C(C=C1C=O)C1=NC(=NS1)C1=CC=C(C=C1)N1CCCC1)F